ClC1=C(C(=O)OCC)C=CC(=C1F)C(=O)N1CC2=C(CC1)C=1C(=CC(=C(C1OC2=O)C)N2C[C@@H](N(CC2)C)COC)C (R)-ethyl 2-chloro-3-fluoro-4-(8-(3-(methoxymethyl)-4-methylpiperazin-1-yl)-7,10-dimethyl-5-oxo-2,3,4,5-tetrahydro-1H-chromeno[3,4-c]pyridine-3-carbonyl)benzoate